FC=1C=CC=C2C(CNCC12)N 8-fluoro-1,2,3,4-tetrahydroisoquinolin-4-amine